ClC=1C=NC(=C(C(=O)NC2CCC(CC2)CN2C(N(C3=C2C=CC=C3)C=3C=CC(=NC3)C(=O)NCC3=NOC=C3)=O)C1)C 5-(3-(((1r,4r)-4-(5-chloro-2-methylnicotinamido)cyclohexyl)methyl)-2-oxo-2,3-dihydro-1H-benzo[d]imidazol-1-yl)-N-(isoxazol-3-ylmethyl)picolinamide